2-cyano-(S)-pyrrolidine C(#N)[C@H]1NCCC1